4-acetoxy-2-(dimethylphenylsiloxy)styryl-1,3-benzenediol acetate C(C)(=O)OC1=C(C(=CC=C1)O)C=CC1=C(C=C(C=C1)OC(C)=O)O[Si](C1=CC=CC=C1)(C)C